(7a,17b)-7-{9-[(4,4,5,5,5-pentafluoropentyl)sulfinyl]nonyl}estra-1,3,5(10)-triene-3,17-diol FC(CCCS(=O)CCCCCCCCC[C@H]1[C@H]2[C@@H]3CC[C@@H]([C@@]3(C)CC[C@@H]2C=2C=CC(=CC2C1)O)O)(C(F)(F)F)F